(R)-5-(2,6-dichloro-4-(6-(difluoromethyl)-3,5-dioxo-4,5-dihydro-1,2,4-triazin-2(3H)-yl)phenoxy)-2-hydroxy-N-(tetrahydrofuran-3-yl)benzenesulfonamide ClC1=C(OC=2C=CC(=C(C2)S(=O)(=O)N[C@H]2COCC2)O)C(=CC(=C1)N1N=C(C(NC1=O)=O)C(F)F)Cl